5-(2-bromoacetyl)-1-methyl-1,3-dihydro-2H-benzo[d]imidazol-2-one BrCC(=O)C1=CC2=C(N(C(N2)=O)C)C=C1